ethyl 1-benzyl-3-(3,4,5-trichloro-2-nitrophenyl)pyrrolidine-3-carboxylate C(C1=CC=CC=C1)N1CC(CC1)(C(=O)OCC)C1=C(C(=C(C(=C1)Cl)Cl)Cl)[N+](=O)[O-]